(S)-1-(4-Methoxy-benzenesulfonyl)-pyrrolidine-2-carboxylic acid (2-chloro-benzothiazol-5-ylmethyl)-(4,4-difluoro-cyclohexyl)-amide ClC=1SC2=C(N1)C=C(C=C2)CN(C(=O)[C@H]2N(CCC2)S(=O)(=O)C2=CC=C(C=C2)OC)C2CCC(CC2)(F)F